[(4,5-dichloro-2-hydroxyphenyl)(6-hydroxypyridin-3-yl)methyl]acetamide ClC1=CC(=C(C=C1Cl)C(C=1C=NC(=CC1)O)CC(=O)N)O